NCCOCCC[Si](OC)(OC)OC 3-(2-aminoethoxy)propyl-trimethoxysilane